C1(=CC=CC=C1)C1C(C1)C=1C(=C(C(=O)OC)C=CC1)N1C=CC=C1 Methyl 3-(2-phenylcyclopropyl)-2-(1H-pyrrol-1-yl)benzoate